3-((4-nitro-1-(epoxyhexane-4-yl)-1H-pyrazol-3-yl)oxy)propan-1-ol [N+](=O)([O-])C=1C(=NN(C1)C(CCC)C1CO1)OCCCO